5-[(4R,9aS)-8-[[6-(3-amino-3-methyl-azetidin-1-yl)-2-methyl-3-pyridyl]methyl]-4-methyl-3,4,6,7,9,9a-hexahydro-1H-pyrazino[1,2-a]pyrazin-2-yl]-2-deuterio-quinoline-8-carbonitrile NC1(CN(C1)C1=CC=C(C(=N1)C)CN1C[C@@H]2N([C@@H](CN(C2)C2=C3C=CC(=NC3=C(C=C2)C#N)[2H])C)CC1)C